2,6-dibenzyloxy-3-[4-fluoro-5-[4-[4-(4,4,5,5-tetramethyl-1,3,2-dioxaborolan-2-yl)phenyl]-1-piperidyl]-2-pyridyl]pyridine C(C1=CC=CC=C1)OC1=NC(=CC=C1C1=NC=C(C(=C1)F)N1CCC(CC1)C1=CC=C(C=C1)B1OC(C(O1)(C)C)(C)C)OCC1=CC=CC=C1